(3-aminophenyl) (4-aminophenyl) sulfone NC1=CC=C(C=C1)S(=O)(=O)C1=CC(=CC=C1)N